C(N)(OCCCl)=O 2-chloroethyl carbamate